FC1=C(C=C(CC2=CC=C(N)C=C2)C=C1)OC 4-(4-fluoro-3-methoxybenzyl)aniline